FC=1C=C(CNC(=O)C2=CC=C(S2)C2=C(C(=NC(=C2C(=O)N)CC(C)C)CC2(CC2)C2=CC=C(C=C2)F)C=2OC(=NN2)C)C=CC1F 4-(5-((3,4-difluorobenzyl)carbamoyl)thiophen-2-yl)-6-((1-(4-fluorophenyl)cyclopropyl)methyl)-2-isobutyl-5-(5-methyl-1,3,4-oxadiazol-2-yl)nicotinamide